OC=1C=C(C2=CC=CC=C2C1)[C@@H]1CCC=2C(=NC(=NC2C1)OC[C@H]1N(CCC1)C)N1[C@H](CN(CC1)C(C=C)=O)C 1-[(3S)-4-[(7R)-7-(3-hydroxy-1-naphthyl)-2-[[(2S)-1-methylpyrrolidin-2-yl]methoxy]-5,6,7,8-tetrahydroquinazolin-4-yl]-3-methylpiperazin-1-yl]prop-2-en-1-one